(S)-1-(4-(7,7-difluoro-2-(2-methylazetidin-1-yl)-6,7-dihydro-5H-cyclopenta[d]pyrimidin-4-yl)piperazin-1-yl)-3-(piperazin-1-yl)propane-1,3-dione FC1(CCC2=C1N=C(N=C2N2CCN(CC2)C(CC(=O)N2CCNCC2)=O)N2[C@H](CC2)C)F